diboron bis(hexenyl glycolate) C(=CCCCC)C(C(=O)[O-])O.C(=CCCCC)C(C(=O)[O-])O.[B+3].[B+3]